COC=1C(=CC=NC1)C1(CN=CC=C1)N 5'-methoxy-[3,4'-bipyridin]-3-amine